COCC(C)(C)NC(=O)C1=NOC(=N1)C1=CC(=CC=C1)[C@](C1=CC=C(C=C1)OC(F)(F)F)(O)C1(CN(C1)C)C 5-{3-[(S)-(1,3-Dimethyl-azetidin-3-yl)-hydroxy-(4-trifluoromethoxy-phenyl)-methyl]-phenyl}-[1,2,4]oxadiazole-3-carboxylic acid (2-methoxy-1,1-dimethyl-ethyl)-amide